BrCC(=O)NCC#C 2-bromo-N-(prop-2-yn-1-yl)acetamide